NC[C@@H]1N(CC(CC1)(F)F)C(=O)C1=NC(=CC=C1F)NC1=NC=CC(=C1)OC(F)(F)F (R)-(2-(aminomethyl)-5,5-difluoropiperidin-1-yl)(3-fluoro-6-((4-(trifluoromethoxy)pyridin-2-yl)amino)pyridin-2-yl)methanone